(S)-N-(1-(6-(3-cyano-4-fluorophenyl)thiazolo[4,5-b]pyridin-5-yl)-2-(3,5-difluorophenyl)ethyl)-2-(3-(difluoromethyl)-4,4,7,7-tetrafluoro-4,5,6,7-tetrahydro-1H-indazol-1-yl)acetamide C(#N)C=1C=C(C=CC1F)C=1C=C2C(=NC1[C@H](CC1=CC(=CC(=C1)F)F)NC(CN1N=C(C=3C(CCC(C13)(F)F)(F)F)C(F)F)=O)N=CS2